[K].[K].[Mg] Magnesium-dipotassium salt